(2S,4R)-4-hydroxy-1-[(2S)-2-[4-(6-methoxy-3-pyridyl)triazol-1-yl]-3,3-dimethyl-butanoyl]-N-methyl-pyrrolidine-2-carboxamide O[C@@H]1C[C@H](N(C1)C([C@H](C(C)(C)C)N1N=NC(=C1)C=1C=NC(=CC1)OC)=O)C(=O)NC